ClC1=NC(=CC(=C1)OC1CC(C1)O)C1(COCC1)OC 3-((2-chloro-6-(3-methoxytetrahydrofuran-3-yl)pyridin-4-yl)oxy)cyclobutan-1-ol